1-[4-[2-[4-[8-chloro-7-[(2-methyl-3H-benzimidazol-5-yl)oxy]quinoxalin-2-yl]pyrazol-1-yl]ethyl]-1-piperidyl]prop-2-en-1-one ClC=1C(=CC=C2N=CC(=NC12)C=1C=NN(C1)CCC1CCN(CC1)C(C=C)=O)OC1=CC2=C(N=C(N2)C)C=C1